(Z)-2-hydroxyimino-N-(2-methylindol-1-yl)-2-phenyl-acetamide O\N=C(/C(=O)NN1C(=CC2=CC=CC=C12)C)\C1=CC=CC=C1